O1N=C(N=C1)CN (1,2,4-oxadiazol-3-yl)methylamine